(2S,2'S,2''S)-3,3',3''-((nitrilotris(methylene))tris(1H-indazole-3,5-diyl))tris(2-((R)-pyrrolidin-3-yl)propanoic acid) N(CC1=NNC2=CC=C(C=C12)C[C@H](C(=O)O)[C@@H]1CNCC1)(CC1=NNC2=CC=C(C=C12)C[C@H](C(=O)O)[C@@H]1CNCC1)CC1=NNC2=CC=C(C=C12)C[C@H](C(=O)O)[C@@H]1CNCC1